1-(2-methyl-6,7-dihydro-5H-cyclopenta[d]pyrimidin-4-yl)-5-(trifluoromethoxy)-1H-benzo[d]imidazol-2-one CC=1N=C(C2=C(N1)CCC2)N2C(NC1=C2C=CC(=C1)OC(F)(F)F)=O